2-((1-(2-(4-(4-acetylpiperazin-1-yl)phenyl)-6-methyl-4-oxo-4H-chromen-8-yl)ethyl)amino)benzoic acid C(C)(=O)N1CCN(CC1)C1=CC=C(C=C1)C=1OC2=C(C=C(C=C2C(C1)=O)C)C(C)NC1=C(C(=O)O)C=CC=C1